C(C)OC1=NC(=CC(=C1)C1=NC(=C(C(=C1)N(C)CC1(CCCC1)COCC)N)N)C(F)(F)F 2'-Ethoxy-N4-{[1-(ethoxymethyl)cyclopentyl]methyl}-N4-methyl-6'-(trifluoromethyl)[2,4'-bipyridine]-4,5,6-triamine